2-(2-aminoethyl)-7-(1H-pyrazol-5-yl)-1H-pyrrolo[3,2-c]Quinolin-4-amine NCCC1=CC=2C(=NC=3C=C(C=CC3C2N1)C1=CC=NN1)N